N-(3-chloro-4-(4-(piperidine-4-carbonyl)piperazine-1-carbonyl)phenyl)-5-(1-isobutyl-3-(trifluoromethyl)-1H-pyrazol-4-yl)-1-methyl-1H-imidazole-2-carboxamide ClC=1C=C(C=CC1C(=O)N1CCN(CC1)C(=O)C1CCNCC1)NC(=O)C=1N(C(=CN1)C=1C(=NN(C1)CC(C)C)C(F)(F)F)C